ClC1=C(C#N)C=CC(=C1)N1CC2(C[C@@H]1C)CCN(CC2)C2=CC=C(C=C2)C(=O)N2CCC(CC2)CN2CCN(CC2)C2=C(C=CC=C2)N[C@@H]2C(NC(CC2)=O)=O 2-Chloro-4-((S)-8-(4-(4-((4-(2-(((S)-2,6-dioxopiperidin-3-yl)amino)phenyl)piperazin-1-yl)methyl)piperidine-1-carbonyl)phenyl)-3-methyl-2,8-diazaspiro[4.5]decan-2-yl)benzonitrile